N1N=NC2=NC(=CC=C21)C=2C=CC(=C(C(=O)NC1=CC(=C(C=C1)OC(C)C1CC1)C#N)C2)F 5-(1H-[1,2,3]Triazolo[4,5-b]pyridin-5-yl)-N-(3-cyano-4-(1-cyclopropylethoxy)phenyl)-2-fluorobenzamide